triazinanone N1NNC(CC1)=O